methacryl Ethylene methyl 5-(tetrahydro-2H-thiopyran-4-yl)picolinate S1CCC(CC1)C=1C=CC(=NC1)C(=O)OC.C(=O)(C(=C)C)C=C